methyl 2-[1-(6-[(tert-butyldimethylsilyl)oxy]methylpyridin-2-yl)-1H-pyrazol-3-yl]acetate [Si](C)(C)(C(C)(C)C)OCC1=CC=CC(=N1)N1N=C(C=C1)CC(=O)OC